CC1=C(C=C(C=C1)NC(=O)[C@@H]1[C@@H](N(CCC1)C(C1=C(C=CC=C1C)F)=O)C1=CC=C(C=C1)NC1CCCC1)C(F)(F)F (2R,3S)-2-(4-Cyclopentylaminophenyl)-1-(2-fluoro-6-methylbenzoyl)piperidine-3-carboxylic acid (4-methyl-3-trifluoromethylphenyl)amide